C1(=CC=CC=C1)NC(=S)C1=CC=NC=C1 N-phenylpyridin-4-carbothioamide